FC=1C=C2CCN(CC2=CC1NC=1N=NC(=C(N1)NC1=C(C=CC=C1)C(C)OC)C(=O)N)C ((6-fluoro-2-methyl-1,2,3,4-tetrahydroisoquinolin-7-yl)amino)-5-((2-(1-methoxyethyl)phenyl)amino)-1,2,4-triazine-6-carboxamide